C(CN([C@@H](CCC(=O)O)C(=O)O)CC(=O)O)(=O)O glutamic acid diacetic acid